(S)-2-((4-(6-((4-cyano-2-methylbenzofuran-7-yl)methoxy)pyridin-2-yl)piperidin-1-yl)methyl)-1-(oxaCyclobutan-2-ylmethyl)-1H-benzo[d]imidazole-6-carboxylic acid methyl ester COC(=O)C=1C=CC2=C(N(C(=N2)CN2CCC(CC2)C2=NC(=CC=C2)OCC2=CC=C(C=3C=C(OC32)C)C#N)C[C@H]3OCC3)C1